N[C@H]1CN(CCC1)C(=O)C1=CC2=C(N(C(=N2)C=2N(C3=CC=CC=C3C2)CCO)C)C=C1 2-[2-(5-{[(3R)-3-Amino-1-piperidinyl]carbonyl}-1-methyl-1H-benzimidazol-2-yl)-1H-indol-1-yl]ethanol